CN(C=1C=C(OCCOCC=2N=C(OC2)N(CC2=CC(=CC=C2)N2CCN(CC2)C)CC2=CC(=CC=C2)OC)C=CC1)C 4-((2-(3-(dimethylamino)phenoxy)ethoxy)methyl)-N-(3-methoxybenzyl)-N-(3-(4-methylpiperazin-1-yl)benzyl)oxazol-2-amine